(2S)-2-[1-({3,4-difluoro-2-[(2-fluoro-4-iodophenyl)amino]Phenyl}carbonyl)-3-hydroxyazetidin-3-yl]Piperidine-1-carboxylic acid-1,1-dimethylethyl ester CC(C)(C)OC(=O)N1[C@@H](CCCC1)C1(CN(C1)C(=O)C1=C(C(=C(C=C1)F)F)NC1=C(C=C(C=C1)I)F)O